FC=1C(=C(C=CC1F)C(=O)N1CC(C1)(O)C=1NC=CC1)NC1=C(C=C(C=C1)I)F 1-({3,4-difluoro-2-[(2-fluoro-4-iodophenyl)amino]Phenyl}carbonyl)-3-(1H-pyrrol-2-yl)azetidin-3-ol